FC(C(=O)O)(F)F.N1(CCNCC1)S(=O)(=O)C=1C=C2C(C(NC2=CC1)=O)=O 5-(piperazine-1-ylsulfonyl)indoline-2,3-dione trifluoroacetate